7-CHLORO-2-CYCLOPROPYL-5-NITRO-1H-INDOLE-3-CARBOXALDEHYDE ClC=1C=C(C=C2C(=C(NC12)C1CC1)C=O)[N+](=O)[O-]